CN(C1=NN=C2N1CCN(C2)C(=O)OC(C)(C)C)C2=C(C=CC=C2)C(F)(F)F Tert-Butyl 3-[methyl[2-(trifluoromethyl)phenyl]amino]-5H,6H,7H,8H-[1,2,4]triazolo[4,3-a]pyrazine-7-carboxylate